S1C(=NC2=C1C=CC=C2)N2CC1=CC=C(C(=C1CC2C(=O)OCC)OCC2=CC=CC=C2)OC ethyl 2-(benzo[d]thiazol-2-yl)-5-(benzyloxy)-6-methoxy-1,2,3,4-tetrahydroisoquinoline-3-carboxylate